Nonane-2-carboxylic acid methyl ester COC(=O)C(C)CCCCCCC